1,2-dimethyl-1H-imidazole CN1C(=NC=C1)C